amino-2-methoxy-4-nitrobenzene NC1=C(C=C(C=C1)[N+](=O)[O-])OC